(R)-2-(3-(5-((1-cyclopropylethyl)carbamoyl)-1H-pyrazol-3-yl)phenyl)-N-(pentan-3-yl)oxazole-5-carboxamide C1(CC1)[C@@H](C)NC(=O)C1=CC(=NN1)C=1C=C(C=CC1)C=1OC(=CN1)C(=O)NC(CC)CC